(R)-N-(2-(1-methyl-1H-indazol-3-yl)propan-2-yl)-2-(1-methylpyrrolidin-2-yl)acetamide CN1N=C(C2=CC=CC=C12)C(C)(C)NC(C[C@@H]1N(CCC1)C)=O